COC1(CC(=C(C[C@H](N)C(=O)O)C(=C1)C)C)O 4-methoxy-2,6-dimethyl-L-tyrosine